1-(4-aminopiperidin-1-yl)ethanone hydrochloride Cl.NC1CCN(CC1)C(C)=O